BrC=1C=C(C(=NC1)C#N)NC(CC)=O N-(5-bromo-2-cyanopyridin-3-yl)propionamide